N1(CCC1)CCC=1C(=CC(N(C1)C(C(=O)OCC)CC(C)(C)C)=O)C(F)(F)F ethyl 2-(5-(2-(azetidin-1-yl)ethyl)-2-oxo-4-(trifluoromethyl)pyridin-1(2H)-yl)-4,4-dimethylpentanoate